FC=1C=C2CN(CC2=CC1)N1C(=NC=CC1=O)C1=NC=NC=C1 (5-Fluoroisoindolin-2-yl)-[2,4'-bipyrimidine]-4(3H)-one